C(C)(C)OC1=CC=CC2=C1OC=1CN(CCC12)CCCCOC1=CC=C2C=CC(NC2=C1)=O 7-(4-(8-isopropoxy-3,4-dihydrobenzofuro[2,3-c]pyridin-2(1H)-yl)butoxy)quinolin-2(1H)-one